ClC=1C=C(C=CC1C)NCCC(C)(C)C=1C=C(C=CC1)NC(OC(C)(C)C)=O tert-butyl (3-(4-((3-chloro-4-methylphenyl)amino)-2-methylbutan-2-yl)phenyl)carbamate